2'-chloro-N-(5-(((1s,3r)-3-hydroxycyclopentyl)oxy)-1,3,4-thiadiazol-2-yl)-5'-methoxy-6-methyl-[4,4'-bipyridine]-3-carboxamide ClC1=NC=C(C(=C1)C1=C(C=NC(=C1)C)C(=O)NC=1SC(=NN1)O[C@@H]1C[C@@H](CC1)O)OC